[1-(2,3-difluorophenyl)ethyl]-6-[6-(dimethylphosphoryl)pyridin-3-yl]-7-fluoro-2-methyl-1,5-naphthyridin-4-amine FC1=C(C=CC=C1F)C(C)C=1C(=NC2=CC(=C(N=C2C1N)C=1C=NC(=CC1)P(=O)(C)C)F)C